The molecule is an aromatic ketone that is propan-1-one substituted by a 2,4-dihydroxy-3,5-dimethoxyphenyl group at position 1. It has been isolated from the leaves of Garcia parviflora. It has a role as a plant metabolite. It is a dimethoxybenzene, a member of resorcinols and an aromatic ketone. CCC(=O)C1=CC(=C(C(=C1O)OC)O)OC